5-(2-((tert-butyldimethylsilyl)oxy)-3-chloropropyl)-3H-pyrazol-3-one [Si](C)(C)(C(C)(C)C)OC(CC1=CC(N=N1)=O)CCl